isopropyl 2-chloro-4-fluoro-5-iodobenzoate ClC1=C(C(=O)OC(C)C)C=C(C(=C1)F)I